(3S)-N-{1-[2-cyano-4-(trifluoromethyl)phenyl]-4-{2'-ethoxy-[2,3'-bipyridinyl]-5-yl}piperidin-4-yl}pyrrolidine-3-carboxamide C(#N)C1=C(C=CC(=C1)C(F)(F)F)N1CCC(CC1)(C=1C=CC(=NC1)C=1C(=NC=CC1)OCC)NC(=O)[C@@H]1CNCC1